N-(5-isopropyl-1H-pyrazol-3-yl)-1-((tetrahydro-2H-pyran-4-yl)methyl)-1H-imidazo[4,5-b]pyrazin-6-amine C(C)(C)C1=CC(=NN1)NC1=CN=C2C(=N1)N(C=N2)CC2CCOCC2